quino[2,3-b]acridine-6,7,13,14(5H,12H)-tetraone C1=CC=CC=2NC=3C(C4=C(C(C3C(C12)=O)=O)NC1=CC=CC=C1C4=O)=O